2-((4-bromo-2-(cyclobutylcarbonyl)-5-fluorophenyl)thio)acetic acid BrC1=CC(=C(C=C1F)SCC(=O)O)C(=O)C1CCC1